2,2,4-trimethyl-1,3-pentanediol diacetate C(C)(=O)OCC(C(C(C)C)OC(C)=O)(C)C